FC(C(=O)O)(F)F.BrC1=CC=C2COCCCCC(C(NC[C@@]34[C@H](N[C@H](C(NC2=N1)=O)C4)C3)=O)(F)F (1R,20S,22R)-15-Bromo-5,5-difluoro-10-oxa-3,16,18,21-tetraazatetracyclo[18.3.1.01,22.012,17]tetracosa-12,14,16-triene-4,19-dione Trifluoroacetic Acid Salt